C(C)(C)(C)OC(=O)C1CCN(CC1)C1=NN=C(S1)C(=O)OCC ethyl 5-(4-tert-butoxycarbonyl-1-piperidyl)-1,3,4-thiadiazole-2-carboxylate